(3R)-3-amino-5-[(4-chlorophenyl)methyl]-7-[5-(1,1-dimethyl-2-morpholino-ethyl)-1,3,4-oxadiazol-2-yl]-8-fluoro-1,1-dioxo-2,3-dihydro-1λ6,5-benzothiazepin-4-one N[C@H]1CS(C2=C(N(C1=O)CC1=CC=C(C=C1)Cl)C=C(C(=C2)F)C=2OC(=NN2)C(CN2CCOCC2)(C)C)(=O)=O